(E)-3-methyl-1-(p-tolyl)-1H-pyrazole CC1=NN(C=C1)C1=CC=C(C=C1)C